C1(CCCCC1)N(C(C(C)C)=O)C1CCCCC1 N,N-dicyclohexyl-isobutyramide